BrC1=CC2=C(N=C(S2)C2=CC3=CN(N=C3C=C2)C)C=C1 6-bromo-2-(2-methyl-2H-indazol-5-yl)benzo[d]thiazole